Methyl (3R)-3-(((5R)-2-(3-(4-Fluorophenoxy)azetidin-1-yl)-5-oxido-6,7-dihydrothieno[3,2-d]pyrimidin-4-yl)amino)piperidine-1-carboxylate FC1=CC=C(OC2CN(C2)C=2N=C(C3=C(N2)CC[S@]3=O)N[C@H]3CN(CCC3)C(=O)OC)C=C1